1-(2-bromoethyl)-1H-pyrazole BrCCN1N=CC=C1